FC1=CC(=C(C=C1)C1=CC(OC2=CC=CC=C12)=O)C 4-(4-fluoro-2-methyl-phenyl)-2-oxo-chromen